C1(=CC=CC=C1)C(=O)NC=1C=CC(=C(C1)C1=CC=C(N1)C(=O)O)OC1=CC=C(C=C1)C=1SC=CC1 5-[5-(phenylcarbonylamino)-2-{[4-(thiophen-2-yl)phenyl]oxy}phenyl]-1H-pyrrole-2-carboxylic acid